[8-(1-octylnonoxy)-8-oxo-octyl](2S,4R)-4-azido-1-(6-oxo-6-undecoxy-hexyl)pyrrolidine-2-carboxylate C(CCCCCCC)C(CCCCCCCC)OC(CCCCCCCOC(=O)[C@H]1N(C[C@@H](C1)N=[N+]=[N-])CCCCCC(OCCCCCCCCCCC)=O)=O